tert-butyl (1S,2S,3S,6r,7r)-3-{[(1S)-1-carbamoyl-2-[(3S)-2-oxopyrrolidin-3-yl] ethyl] carbamoyl}-4-azatricyclo[5.2.1.0{2,6}]decane-4-carboxylate C(N)(=O)[C@H](C[C@H]1C(NCC1)=O)NC(=O)[C@@H]1[C@H]2[C@H]3CC[C@@H]([C@H]2CN1C(=O)OC(C)(C)C)C3